Methyl 4-(bis(4-methoxybenzyl)amino)-1-(4-bromo-2,6-dichlorophenyl)-6-oxo-1,6-dihydropyrimidine-5-carboxylate COC1=CC=C(CN(C=2N=CN(C(C2C(=O)OC)=O)C2=C(C=C(C=C2Cl)Br)Cl)CC2=CC=C(C=C2)OC)C=C1